2-oxo-1,3-dioxolane-4-carboxylic acid amide O=C1OCC(O1)C(=O)N